hexaalanine C[C@@H](C(=O)N[C@@H](C)C(=O)N[C@@H](C)C(=O)N[C@@H](C)C(=O)N[C@@H](C)C(=O)N[C@@H](C)C(=O)O)N